C(CCC)[Li].[Br].N1C(NCC1)=N imidazolidine-2-imine bromine compound with n-butyllithium